CP(O)(=O)C(C)C methyl-(iso-propyl)phosphinic acid